(phenylcarbazolyl)[(triphenylenyl)carbazoyl]benzene C1(=CC=CC=C1)C1=C(C=2NC3=CC=CC=C3C2C=C1)C1=C(C=CC=C1)C(N(N)C1=CC=CC=2C3=CC=CC=C3C3=CC=CC=C3C12)=O